C(C)(C)(C)OC(NC1=C(C=C(C=C1)C=1SC(=CC1)C(N)=O)N)=O.C[Si](N1C=NCC1CCC[Si](OC)(OC)C)(C)C N-trimethylsilyl-(4,5-dihydroimidazol-5-yl)propyl-(methyl)dimethoxysilane tert-butyl-N-[2-amino-4-(5-carbamoyl-2-thienyl)phenyl]carbamate